OC(CO)C1OB(OC(C1O)CO)[C@H](CC(C)C)C1=NOC(C1)C(=O)N (1R)-1-(4-(1,2-dihydroxyethyl)-5-hydroxy-6-(hydroxymethyl)-1,3,2-dioxaborinan-2-yl)-3-methylbutyl-4,5-dihydroisoxazole-5-carboxamide